C[C@@H](CC[C@@H](C)[C@H]1CCC2=C3CC[C@H]4C[C@@H](CC[C@@]4([C@H]3CC[C@]12C)C)N)C(C)C ((3R,5S,9R,10S,13R,17R)-17-((2R,5S)-5,6-dimethylheptan-2-yl)-10,13-Dimethyl-2,3,4,5,6,7,9,10,11,12,13,15,16,17-tetradecahydro-1H-cyclopenta[a]phenanthren-3-yl)azane